BrC=1C=CC(=C2C(=C(C(=NC12)S(=O)CC1=NOC(=C1)C)C(C(C)C)=O)NC)Cl 1-(8-bromo-5-chloro-4-(methylamino)-2-(((5-methylisoxazol-3-yl)methyl)sulfinyl)quinolin-3-yl)-2-methylpropan-1-one